C(C)(C)(C)OC(=O)N1[C@@H](C[C@H](C1)C=1C=C(C=CC1)C)C(=O)O (2s,4s)-1-(tert-butoxycarbonyl)-4-(m-tolyl)pyrrolidine-2-carboxylic acid